NC1=NC(=NC(=N1)N)C 2,4-diamino-methyl-s-triazine